C(C)OC(=O)C=1N(C=C(C1C)I)NC(=O)C=1N(C=CN1)C 4-iodo-3-methyl-1-(1-methyl-1H-imidazole-2-carboxamido)-1H-pyrrole-2-carboxylic acid ethyl ester